2-((spiro[3.3]hept-2-yl)amino)-5-fluoro-6-(2-((tetrahydro-2H-pyran-2-yl)oxy)ethyl)nicotinonitrile C1C(CC12CCC2)NC2=C(C#N)C=C(C(=N2)CCOC2OCCCC2)F